(1r,4r)-4-((6-fluoro-5-(1-(2-fluoroethyl)-2-methyl-1H-benzo[d]imidazol-6-yl)-4-methoxypyrrolo[2,1-f][1,2,4]triazin-2-yl)amino)-1-methylcyclohexan-1-ol FC=1C(=C2C(=NC(=NN2C1)NC1CCC(CC1)(O)C)OC)C=1C=CC2=C(N(C(=N2)C)CCF)C1